N[C@@H]1CN(CC[C@H]1F)C1=NC2=C(N1CC(=O)N1CCCC1)C=C(C(=C2)F)F 2-(2-((3R,4R)-3-amino-4-fluoro-1-piperidinyl)-5,6-difluoro-1H-benzimidazol-1-yl)-1-(1-pyrrolidinyl)ethanone